C(C1=CC=CC=C1)NC(=O)C1=NN(C=2C(N(CCC21)C2=CC(=CC=C2)CN2CCCCC2)=O)C2=CC(=CC=C2)Cl N-benzyl-1-(3-chlorophenyl)-7-oxo-6-(3-(piperidin-1-ylmethyl)phenyl)-4,5,6,7-tetrahydro-1H-pyrazolo[3,4-c]pyridine-3-carboxamide